Cl.BrC=1C=C2C(=CC=NC2=CC1)C(=O)OC methyl 6-bromoquinoline-4-carboxylate hydrochloride